2-(3,5-dichloro-4-((1-oxo-2-(pyridazin-3-ylmethyl)-1,2,3,4-tetrahydroisoquinolin-6-yl)oxy)phenyl)-1,2,4-triazine-3,5(2H,4H)-dione ClC=1C=C(C=C(C1OC=1C=C2CCN(C(C2=CC1)=O)CC=1N=NC=CC1)Cl)N1N=CC(NC1=O)=O